FC(C1=NN=C(S1)C1=CN=C2N1C=C(C=C2N2C[C@H](OC[C@H]2CC)COC)S(=O)(=O)NC2(COC2)C)F 3-(5-(difluoromethyl)-1,3,4-thiadiazol-2-yl)-8-((2S,5R)-5-ethyl-2-(methoxymethyl)morpholino)-N-(3-methyloxetan-3-yl)imidazo[1,2-a]pyridine-6-sulfonamide